4-(4-((tert-butyldimethylsilyl)oxy)-2-methylbutan-2-yl)-3-((di-tert-butoxyphosphoryl)oxy)-5-methylbenzoic acid [Si](C)(C)(C(C)(C)C)OCCC(C)(C)C1=C(C=C(C(=O)O)C=C1C)OP(=O)(OC(C)(C)C)OC(C)(C)C